CC1=C(C=CC=C1Cl)NC(=O)NC1=CC=C2CCCS(C2=C1O)(=O)=O 1-(2-methyl-3-chlorophenyl)-3-(8-hydroxy-1,1-dioxothiochroman-7-yl)urea